butyl 2,6-diazaspiro[3.5]nonane-2-carboxylate C1N(CC12CNCCC2)C(=O)OCCCC